4-(1-(2,6-difluorophenyl)ethyl)piperidine-4-carbonitrile hydrochloride Cl.FC1=C(C(=CC=C1)F)C(C)C1(CCNCC1)C#N